N1(CCC1)CCC1=NN(C(C(=C1)C(F)(F)F)=O)[C@H](C(=O)O)CC(C)C (S)-2-(3-(2-(azetidin-1-yl)ethyl)-6-oxo-5-(trifluoromethyl)pyridazine-1(6H)-yl)-4-methylpentanoic acid